ClC1=NN2C(C(=N1)NCC=1OC=CC1)=CC=C2C#CC2(CC2)C 2-chloro-N-(furan-2-ylmethyl)-7-((1-methylcyclopropyl)ethynyl)pyrrolo[2,1-f][1,2,4]triazin-4-amine